Methyl 7-amino-8-(naphthalen-1-ylmethyl)-6-oxo-2-propyl-9-(3-(trifluoromethyl)phenyl)-3,4-dihydro-2H,6H-pyrido[1,2-e][1,2,5]thiadiazine-4-carboxylate 1,1-dioxide NC1=C(C(=C2N(C(CN(S2(=O)=O)CCC)C(=O)OC)C1=O)C1=CC(=CC=C1)C(F)(F)F)CC1=CC=CC2=CC=CC=C12